COC(C=1C(C(=O)OC)=CC(=CC1)N(CC1=CC=CC=C1)CC1=CC=CC=C1)=O 4-(Dibenzylamino)phthalic acid dimethyl ester